1,3-bis(3-mercaptopropylthio)propane SCCCSCCCSCCCS